FC1=C(C=C(C=C1)N1N=CN=C1C=1C=CC=2N(C1)C(=CN2)C=2C=CC(=NC2)NC(OC(C)(C)C)=O)OC tert-butyl N-[5-[6-[2-(4-fluoro-3-methoxy-phenyl)-1,2,4-triazol-3-yl]imidazo[1,2-a]pyridin-3-yl]-2-pyridyl]carbamate